C(C=1C(O)=CC=CC1)=NC1C(CCCC1)N=CC=1C(O)=CC=CC1 N,N'-Disalicyliden-1,2-Cyclohexandiamin